C(CCCCCCCCCCCCCCC)(=O)OC1=CC=C(C=C1)[N+](=O)[O-] L-4-nitrophenyl palmitate